OC1=CC=C(C=C1)C1COC2=C(C(=CC=C2C1C1=CC=C(C=C1)O)O)C 3-(4-hydroxyphenyl)-4-(4-hydroxyphenyl)-8-methyl-chroman-7-ol